ClC=1C=CC(=NC1Cl)NC(OC(C)(C)C)=O tert-butyl (5,6-dichloropyridin-2-yl)carbamate